8-(2-chloro-4-methylphenyl)-9-(4-((1-(3-fluoropropyl)azetidin-3-yl)methyl)phenyl)-6,7-dihydro-5H-benzo[7]annulene-3-carboxylic acid hydrochloride Cl.ClC1=C(C=CC(=C1)C)C=1CCCC2=C(C1C1=CC=C(C=C1)CC1CN(C1)CCCF)C=CC(=C2)C(=O)O